1-Butyl-2-ethylpiperidinium acetate C(C)(=O)[O-].C(CCC)[NH+]1C(CCCC1)CC